C(CCCCCCCC(=O)N)(=O)N azelaamide